(3S,4R)-3-fluoro-1-(4-((5-isopropyl-8-((2R,3S)-2-methyl-3-((methylsulfonyl)Methyl)azetidin-1-yl)isoquinolin-3-yl)amino)-1,3,5-triazin-2-yl)-3-methylpiperidin-4-ol F[C@]1(CN(CC[C@H]1O)C1=NC=NC(=N1)NC=1N=CC2=C(C=CC(=C2C1)C(C)C)N1[C@@H]([C@H](C1)CS(=O)(=O)C)C)C